[I-].CN1C(C=CC=C1)C 1,2-dimethyl-pyridine iodide salt